N[C@H]1CN(C[C@@H](C1)F)C(=O)C1=CC2=C(N(C(=N2)C=2N(C3=CC(=CC=C3C2)C2=CC(=C(C=C2)O)F)CC2CC2)C)C(=C1)OC 4-(2-{5-[(3R,5R)-3-amino-5-fluoropiperidine-1-carbonyl]-7-methoxy-1-methyl-1H-1,3-benzodiazol-2-yl}-1-(cyclopropylmethyl)-1H-indol-6-yl)-2-fluorophenol